FC(C(=O)O)(F)F.FC1=C(C=C(C=C1)F)C=1C(=CC2=C(N(C(N=C2N2[C@H](CNCC2)C)=O)C=2C(=NC=CC2C)C(C)C)N1)C#N (S)-7-(2,5-difluorophenyl)-1-(2-isopropyl-4-methylpyridin-3-yl)-4-(2-methylpiperazin-1-yl)-2-oxo-1,2-dihydropyrido[2,3-d]pyrimidine-6-carbonitrile trifluoroacetic acid salt